ClC=1C=C(C=CC2=NC3=CC=CC=C3C=C2)C=CC1 2-(3-chlorostyryl)quinoline